(3-methyl-3H-thieno[2,3-d][1,2,3]triazol-5-yl)methanone CN1N=NC2=C1SC(=C2)C=O